BrC=1C=CC(=NC1)[C@@H]1C(C2[C@H](CN=C3C2(C=C1)C(N=N3)C3OCCCC3)C)CC(F)F (6S,8R)-6-(5-bromopyridin-2-yl)-7-(2,2-difluoroethyl)-8-methyl-3-(tetrahydro-2H-pyran-2-yl)-6,7,8,9-tetrahydro-3H-pyrazolo[4,3-J]isoquinoline